C(N)(=O)C=1C=CC(=NC1C1=CC=C(C=C1)C(NC1=CC=CC=C1)=O)C1CCN(CC1)C(=O)OC(C)(C)C tertbutyl 4-(5-carbamoyl-6-(4-(phenylcarbamoyl)phenyl)pyridin-2-yl)piperidine-1-carboxylate